(p-vinylphenyl)trimethyl-ammonium chloride [Cl-].C(=C)C1=CC=C(C=C1)[N+](C)(C)C